C(C)(C)[C@@H]1N(C[C@H](NC1)C)C=1C2=C(N=CN1)N(C=C2C2=CC=CC=C2)S(=O)(=O)C2=CC=C(C)C=C2 4-((2S,5R)-2-isopropyl-5-methylpiperazin-1-yl)-5-phenyl-7-tosyl-7H-pyrrolo[2,3-d]pyrimidine